O=C1NC2=CC=CC=C2[C@@]12CNC[C@@H]2C#N (3S,4'R)-2-oxospiro[indoline-3,3'-pyrrolidine]-4'-carbonitrile